C(C=C)(=O)O.C(C=C)(=O)O.C(C=C)(=O)O.C(C=C)(=O)O.OCC(CO)(CO)CO.OCC(CO)(CO)CO bis-pentaerythritol tetraacrylate